tert-butyl (2S)-4-(7-(8-chloronaphthalen-1-yl)-2-((1-methyl-1H-pyrazol-4-yl)amino)-7,8-dihydro-5H-pyrano[4,3-d]pyrimidin-4-yl)-2-(cyanomethyl)-piperazine-1-carboxylate ClC=1C=CC=C2C=CC=C(C12)C1CC=2N=C(N=C(C2CO1)N1C[C@@H](N(CC1)C(=O)OC(C)(C)C)CC#N)NC=1C=NN(C1)C